5-ethoxycarbonylmethyloxycarbonyl-7-oxo-bicyclo[2.2.1]Hept-2-ene C(C)OC(=O)COC(=O)C1C2C=CC(C1)C2=O